N-(3-{[2-(2-fluorophenyl)-4-[(methylamino)methyl]-1H-pyrrol-1-yl]sulfonyl}phenyl)propane-2-sulfonamide tert-butyl-4-acetoxy-2-methyl-1-oxa-8-azaspiro[4.5]dec-3-ene-8-carboxylate C(C)(C)(C)OC(=O)N1CCC2(C(=CC(O2)C)OC(C)=O)CC1.FC1=C(C=CC=C1)C=1N(C=C(C1)CNC)S(=O)(=O)C=1C=C(C=CC1)NS(=O)(=O)C(C)C